(Z)-3-((3-butyl-2-methyl-7-(methylthio)-1,1-dioxido-5-phenyl-2,3,4,5-tetrahydrobenzo[f][1,2,5]thiadiazepin-8-yl)oxy)-2-fluoroacrylamide C(CCC)C1N(S(C2=C(N(C1)C1=CC=CC=C1)C=C(C(=C2)O\C=C(\C(=O)N)/F)SC)(=O)=O)C